CN1N=CC=2C1=NC(=NC2N2CC1=C(CC2)N(N=C1C)CC12CCC(CC1)(CC2)N2CCCCC2)C 1,6-dimethyl-4-(3-methyl-1-((4-(piperidin-1-yl)bicyclo[2.2.2]oct-1-yl)methyl)-6,7-dihydro-1H-pyrazolo[4,3-c]pyridin-5(4H)-yl)-1H-pyrazolo[3,4-d]pyrimidine